tert-butyl N-[(trans)-4-(3-chloro-5-cyanoisoquinoline-1-amido)cyclohexyl]carbamate ClC=1N=C(C2=CC=CC(=C2C1)C#N)C(=O)N[C@@H]1CC[C@H](CC1)NC(OC(C)(C)C)=O